ClC1=C(OC2=CC(=C(C=C2)NC(OCC=2C(=C3C(N(CC3=CC2)C2C(NC(CC2)=O)=O)=O)OC)=O)F)C=CC=C1Cl [2-(2,6-dioxopiperidin-3-yl)-4-methoxy-3-oxo-2,3-dihydro-1H-isoindol-5-yl]methyl N-[4-(2,3-dichlorophenoxy)-2-fluorophenyl]carbamate